4-(2-fluoro-5-(hydroxymethyl)phenyl)-1H-benzo[d]imidazole-6-carbonitrile hydrochloride Cl.FC1=C(C=C(C=C1)CO)C1=CC(=CC=2NC=NC21)C#N